CC=1C=C(C=C(C1)C)N1C2=C(C=3N=C4N(C=CN=C4)C31)C=NC=C2 5-(3,5-dimethylphenyl)-5H-pyrido[3'',4'':4',5']pyrrolo[3',2':4,5]imidazo[1,2-a]pyrazine